1-(2,6-dioxopiperidin-3-yl)-3-methyl-2-oxo-2,3-dihydro-1H-benzo[d]-imidazole-4-carbonitrile O=C1NC(CCC1N1C(N(C2=C1C=CC=C2C#N)C)=O)=O